(S)-(2,7-dimethyl-3-(5-(trifluoromethyl)furan-2-yl)-2,4,5,7-tetrahydro-6H-pyrazolo[3,4-c]pyridin-6-yl)(quinoxalin-6-yl)methanone CN1N=C2[C@@H](N(CCC2=C1C=1OC(=CC1)C(F)(F)F)C(=O)C=1C=C2N=CC=NC2=CC1)C